tert-butyl (S)-(1-((3-fluoro-4-(1-methyl-6-oxo-1,6-dihydropyridazin-3-yl)phenyl)amino)-1-oxo-3,3-diphenylpropan-2-yl)carbamate FC=1C=C(C=CC1C1=NN(C(C=C1)=O)C)NC([C@H](C(C1=CC=CC=C1)C1=CC=CC=C1)NC(OC(C)(C)C)=O)=O